FC(C(=CC(F)(F)F)C(F)(F)F)(F)F 1,1,1,4,4,4-hexafluoro-2-(trifluoromethyl)2-butene